CC1=C(C=CC(=C1)S(N[C@H](C)C1CCN(CC1)C)(=O)=O)NC(=O)C12CCC(CC1)CC2 (R)-N-(2-methyl-4-(N-(1-(1-methyl-piperidin-4-yl)ethyl)sulfamoyl)phenyl)bicyclo[2.2.2]octane-1-carboxamide